3-[5-[1-[(4-Aminophenyl)methyl]azetidin-3-yl]-3-methyl-2-oxo-benzimidazol-1-yl]piperidine-2,6-dione NC1=CC=C(C=C1)CN1CC(C1)C1=CC2=C(N(C(N2C)=O)C2C(NC(CC2)=O)=O)C=C1